C1(CCCC1)COC1=CC(=C(C(=O)NS(=O)(=O)C2=C(C=C(C=C2F)N2CC(CCC2)N(C)C)F)C=C1C1CC1)F 4-(cyclopentylmethoxy)-5-cyclopropyl-N-((4-(3-(dimethylamino)piperidin-1-yl)-2,6-difluorophenyl)sulfonyl)-2-fluorobenzamide